4-[(2,6-dichloro-benzyl)amino]-2-[[1-(2-hydroxy-ethyl)-1H-pyrazol-4-yl]amino]pyrimidin-5-carboxamide ClC1=C(CNC2=NC(=NC=C2C(=O)N)NC=2C=NN(C2)CCO)C(=CC=C1)Cl